FC1=CC=C(C=C1)[C@@H]1CN(CC1)C(=O)C1=CC=C(C=C1)OC[C@@H](CN1N=CC=C1)O ((R)-3-(4-Fluorophenyl)pyrrolidin-1-yl)(4-((R)-2-hydroxy-3-(1H-pyrazol-1-yl)propoxy)phenyl)methanon